CC1=NOC(=C1CNC1=NC=CC(=N1)C1=CC=CC=C1)C1=CC=C(C=N1)OC1CC(CC1)C(=O)O 3-((6-(3-methyl-4-(((4-phenylpyrimidin-2-yl)amino)methyl)isoxazol-5-yl)pyridin-3-yl)oxy)cyclopentane-1-carboxylic Acid